ClC1=CC=C(C=C1)C=1NC(=C(C1C#N)Br)C(F)(F)F 2-(p-chloro-phenyl)-3-cyano-4-bromo-5-trifluoromethyl-pyrrole